2-((2-methoxypropan-2-yloxy)methyl)-2,6-dimethyl-2,3-dihydro-1H-inden-1-ol COC(C)(C)OCC1(C(C2=CC(=CC=C2C1)C)O)C